BrC1=CC2=C(N=C(N=C2N[C@H](C)C2=C(C(=CC=C2)C(C(C)(O[Si](CC)(CC)CC)C)(F)F)F)C)N=C1 6-bromo-N-[(1R)-1-(3-{1,1-difluoro-2-methyl-2-[(triethylsilyl)oxy]propyl}-2-fluorophenyl)ethyl]-2-methylpyrido[2,3-d]pyrimidin-4-amine